(2S)-2-amino-3-(2-oxopyrrolidin-3-yl)propionitrile N[C@H](C#N)CC1C(NCC1)=O